(2S)-2-{2-[(S)-amino(4,4-difluorocyclohexyl)methyl]-4-fluoro-1H-benzimidazol-5-yl}-N-(2,2-difluoroethyl)-4,4-difluorobutanamide N[C@H](C1=NC2=C(N1)C=CC(=C2F)[C@@H](C(=O)NCC(F)F)CC(F)F)C2CCC(CC2)(F)F